CC=1OC(=CC1)CC(CC(CC=C(C)C)C)C 2-methyl-5-(2,4,7-trimethyloct-6-en-1-yl)furan